C(CCCCCCC)N1C(CCC1)=O octyl-pyrrolidone